NC=1C=C(C=CC1)C1=CC2=C(N=CN=C2OC=2C=C(C=CC2)O)N1 3-[[6-(3-aminophenyl)-7H-pyrrolo[2,3-d]pyrimidin-4-yl]oxy]-phenol